CC1=CC=C(C=C1)N(C1=CC=C(C=O)C=C1)C1=CC=C(C=C1)C 4-[Bis(4-methylphenyl)amino]benzaldehyde